5-chloro-4-(cyclopentylmethoxy)-2-fluoro-N-((4-(2,2,2-trifluoroethoxy)phenyl)sulfonyl)benzamide ClC=1C(=CC(=C(C(=O)NS(=O)(=O)C2=CC=C(C=C2)OCC(F)(F)F)C1)F)OCC1CCCC1